COC1(CNCC1)COC=1C(=CC(=NC1)C)C1=CC=2N(C=C1)N=C(C2)NC(=O)C2CC2 N-[5-[5-[(3-methoxypyrrolidin-3-yl)methoxy]-2-methyl-4-pyridyl]pyrazolo[1,5-a]pyridin-2-yl]cyclopropanecarboxamide